8-(4-Methoxybenzylthio)guanosine COC1=CC=C(CSC=2N([C@H]3[C@H](O)[C@H](O)[C@@H](CO)O3)C=3N=C(NC(C3N2)=O)N)C=C1